OC1=C(C(=O)C2=CC=C(C=C2)OC)C=CC=C1 2-hydroxy-4'-methoxybenzophenone